(R)-N-(1-Cyclopentylpiperidin-3-yl)-6-morpholinopyrimidin-4-amine C1(CCCC1)N1C[C@@H](CCC1)NC1=NC=NC(=C1)N1CCOCC1